1,3,5,2,4,6-Trioxatriphosphorinane O1POPOP1